FC1(CN(CC[C@H]1NC)C1=CC=CC(=N1)C=1N=C(SC1)NC(CNC(=O)C1=CN(C=C1)S(=O)(=O)C)=O)F N-[2-[[4-[6-[(4R)-3,3-difluoro-4-(methylamino)-1-piperidinyl]-2-pyridinyl]thiazol-2-yl]amino]-2-oxo-ethyl]-1-methylsulfonyl-pyrrole-3-carboxamide